(+)-8-((1S,2R,3S)-3-hydroxy-2-methylcyclopentyl)-6-(methyl-d3)-2-((1-((methyl-d3)sulfonyl)piperidin-4-yl-3,3,4,5,5-d5)-amino)pyrido[2,3-d]pyrimidin-7(8H)-one O[C@@H]1[C@@H]([C@H](CC1)N1C(C(=CC2=C1N=C(N=C2)NC2(C(CN(CC2([2H])[2H])S(=O)(=O)C([2H])([2H])[2H])([2H])[2H])[2H])C([2H])([2H])[2H])=O)C